1-(trans-5-([1,1'-biphenyl]-3-ylmethoxy)octa-hydrocyclopenta[c]pyrrole-2-carbonyl)-1H-pyrazole-3-carboxylic acid C1(=CC(=CC=C1)COC1CC2C(CN(C2)C(=O)N2N=C(C=C2)C(=O)O)C1)C1=CC=CC=C1